N[C@H]1[C@H](CCC1)CNC(=O)C1=CN(CCS1)C1=C2C(=NC=C1)NC=C2 N-(((1R,2R)-2-aminocyclopentyl)methyl)-4-(1H-pyrrolo[2,3-b]pyridin-4-yl)-3,4-dihydro-2H-1,4-thiazine-6-carboxamide